(4-((5-cyclopropyl-3-(3,5-dichloropyridin-4-yl)isoxazol-4-yl)methoxy)bicyclo[2.2.2]oct-1-yl)acetic acid C1(CC1)C1=C(C(=NO1)C1=C(C=NC=C1Cl)Cl)COC12CCC(CC1)(CC2)CC(=O)O